ClC=1C=C(C=CC1)C=1C(NC=C(C1)NC1=CC=CC=C1)=O 3-(3-Chlorophenyl)-5-(phenylamino)pyridin-2(1H)-one